DiAmmonium hydrogen orthophosphate P(=O)(O)([O-])[O-].[NH4+].[NH4+]